3,4-dichloro-N-((6-(5-(trifluoromethyl)-1,2,4-oxadiazol-3-yl)imidazo[1,2-a]pyridin-2-yl)methyl)benzamide ClC=1C=C(C(=O)NCC=2N=C3N(C=C(C=C3)C3=NOC(=N3)C(F)(F)F)C2)C=CC1Cl